[4-[1-[2-(4,4-dimethyl-1-piperidyl)-3,6-dimethyl-4-oxo-chromen-8-yl]ethylamino]-3-thienyl]boronic acid CC1(CCN(CC1)C=1OC2=C(C=C(C=C2C(C1C)=O)C)C(C)NC=1C(=CSC1)B(O)O)C